1-(2-methoxyethyl)piperazin-2-one COCCN1C(CNCC1)=O